(4-(4-nitrophenoxy)phenyl)acetamide [N+](=O)([O-])C1=CC=C(OC2=CC=C(C=C2)CC(=O)N)C=C1